C(C)C=1C=NN2C1C(=CC(=C2)OCOC)C2=C1C(=NC(=NC1=C(C=C2F)F)OC[C@]21CCCN1C[C@@H](C2)F)O 3-ethyl-6-(methoxymethoxy)pyrazolo[1,5-a]pyridin-4-yl-6,8-difluoro-2-(((2R,7aS)-2-fluorotetrahydro-1H-pyrrolizin-7a(5H)-yl)methoxy)quinazolin-4-ol